CC1OC2(CNC1C2)C=2OC(=NN2)C=2C(=CC1=C(N(C([C@H](CS1(=O)=O)N)=O)CC1=CC=C(C=C1)Cl)C2)F methyl-1-[5-[(3R)-3-amino-5-[(4-chlorophenyl)methyl]-8-fluoro-1,1,4-trioxo-2,3-dihydro-1lambda6,5-benzothiazepin-7-yl]-1,3,4-oxadiazol-2-yl]-2-oxa-5-azabicyclo[2.2.1]heptane